hexadecyl-amide sodium [Na+].C(CCCCCCCCCCCCCCC)[NH-]